N-(1,4-dimethylpentyl)-p-phenylenediamine CC(CCC(C)C)NC1=CC=C(C=C1)N